N=1N(N=CC1)C1=C(C=C(C=N1)NC(C1=C(C=C(C(=C1)F)C1=C(C=NC=C1)N)I)=O)C(F)(F)F N-(6-(2H-1,2,3-triazol-2-yl)-5-(trifluoromethyl)pyridin-3-yl)-4-(3-aminopyridin-4-yl)-5-fluoro-2-iodobenzamide